Binorcamphane C12(CCC(CC1)C2)C21CCC(CC2)C1